(3-(3-Cyclohexyl-7-morpholinoisoxazolo[4,5-d]pyrimidin-5-yl)phenyl)methanol hydroxypropylsalicylate OCCCOC=1C(C(=O)OCC2=CC(=CC=C2)C=2N=C(C3=C(N2)C(=NO3)C3CCCCC3)N3CCOCC3)=CC=CC1